tert-butyl 3-(2-(4-(methoxycarbonyl)phenyl)-4-nitro-1H-imidazol-5-yl)-2,5-dihydro-1H-pyrrole-1-carboxylate COC(=O)C1=CC=C(C=C1)C=1NC(=C(N1)[N+](=O)[O-])C=1CN(CC1)C(=O)OC(C)(C)C